OC1=C(C=C(CN(C(\C=C\C2=CC(=C(C=C2)O)OC)=O)C2=CC=C(C(=O)NC)C=C2)C=C1)OC (E)-4-(N-(4-hydroxy-3-methoxybenzyl)-3-(4-hydroxy-3-methoxyphenyl)acrylamido)-N-methylbenzamide